(1,1-dioxido-2,3-dihydrothiophen-3-yl)-6-fluoro-2-oxo-1,2-dihydroquinoline-3-carboxamide O=S1(CC(C=C1)N1C(C(=CC2=CC(=CC=C12)F)C(=O)N)=O)=O